6-chloro-3-methyl-1H-pyrazolo[3,4-b]pyridine-4-carboxylic acid ethyl ester C(C)OC(=O)C=1C2=C(N=C(C1)Cl)NN=C2C